COC1=CC=C2[C@H]([C@@H](N(C(C2=C1)=O)CC1=CC=NC=C1)C1=CC=C(C=C1)C(F)(F)F)C(=O)NC1=CC(=CC=C1)N1CCN(CC1)C |o1:6,7| Rel-(3R,4R)-7-methoxy-N-(3-(4-methylpiperazin-1-yl)phenyl)-1-oxo-2-(pyridin-4-ylmethyl)-3-(4-(trifluoromethyl)phenyl)-1,2,3,4-tetrahydroisoquinoline-4-carboxamide